ethyl 2-(benzamidomethyl)-3-hydroxy-3-phenylpropionate C(C1=CC=CC=C1)(=O)NCC(C(=O)OCC)C(C1=CC=CC=C1)O